8-(2,2,2-trifluoroethyl)pyrazolo[1,5-a][1,3,5]triazin-4-amine FC(CC=1C=NN2C1N=CN=C2N)(F)F